OC=1C(=NC=CC1NC1=C(C(C1=O)=O)NC(C1=NC=NC=C1C)C1(CCCC1)C)C(=O)N(C)C 3-hydroxy-N,N-dimethyl-4-((2-(((1-methylcyclopentyl)(5-methylpyrimidin-4-yl)methyl)amino)-3,4-dioxocyclobut-1-en-1-yl)amino)picolinamide